FC1=CC=C2C(=CNC2=C1F)CCN(CCC)CC N-(2-(6,7-difluoro-1H-indol-3-yl)ethyl)-N-ethylpropan-1-amine